3,9-bis[2-[3-(3-t-butyl-4-hydroxy-5-methylphenyl)propionyloxy]-1,1-dimethylethyl]2,4,8,10-tetraoxaspiro[5.5]undecane C(C)(C)(C)C=1C=C(C=C(C1O)C)CCC(=O)OCC(C)(C)C1OCC2(CO1)COC(OC2)C(COC(CCC2=CC(=C(C(=C2)C)O)C(C)(C)C)=O)(C)C